Methyl benzofuran-2-carboxylate O1C(=CC2=C1C=CC=C2)C(=O)OC